3-(4,4,5,5-tetramethyl-1,3,2-dioxaborolan-2-yl)-5,6-dihydro-7H-pyrrolo[3,4-b]pyridin-7-one CC1(OB(OC1(C)C)C=1C=C2C(=NC1)C(NC2)=O)C